1,1-difluoro-1-iodo-ethane FC(C)(I)F